N-hydroxy-1,1-dimethyl-2-(7-(trifluoromethyl)quinolin-2-yl)isoindoline-4-carboxamide ONC(=O)C=1C=2CN(C(C2C=CC1)(C)C)C1=NC2=CC(=CC=C2C=C1)C(F)(F)F